2,2'-o-phenylenedi(2-oxazoline) C1(=C(C=CC=C1)C=1OCCN1)C=1OCCN1